C(OCCC[Si](CCC[Si](C=C)(C=C)C=C)(C)C)(OC)=O [3-[dimethyl [3-(trivinylsilyl) propyl] silyl] propyl] methyl carbonate